4-(6-(2,5-difluorophenyl)-6-(4-fluoro-1-oxo-6-((triisopropylsilyl)ethynyl)isoindoline-2-yl)hexa-1,3-diyn-1-yl)-1H-pyrrole FC1=C(C=C(C=C1)F)C(CC#CC#CC=1C=CNC1)N1C(C2=CC(=CC(=C2C1)F)C#C[Si](C(C)C)(C(C)C)C(C)C)=O